ClC1=C(C=C(C=C1)C(F)(F)F)CC(=O)NC1=C(C=C(C(=C1)S(N)(=O)=O)N1N=CC(=C1)C#N)C(F)(F)F 2-[2-chloro-5-(trifluoromethyl)phenyl]-N-[4-(4-cyano-1H-pyrazol-1-yl)-5-sulfamoyl-2-(trifluoromethyl)phenyl]acetamide